3-[6-(propylamino)imidazo[1,2-b]pyridazin-3-yl]phenol C(CC)NC=1C=CC=2N(N1)C(=CN2)C=2C=C(C=CC2)O